FC=1C(=CC(=C(C1)N1C(C=CC2=CC(=CC=C12)S(=O)(=O)N(CC1=CC=C(C=C1)OC)C1=NOC=C1)=O)OC)CO (P)-1-(5-fluoro-4-(hydroxymethyl)-2-methoxyphenyl)-N-(isoxazol-3-yl)-N-(4-methoxybenzyl)-2-oxo-1,2-dihydroquinoline-6-sulfonamide